4-Chloro-3-(2,4-dioxotetrahydropyrimidin-1(2H)-yl)-5-methylbenzoic acid ClC1=C(C=C(C(=O)O)C=C1C)N1C(NC(CC1)=O)=O